C1(CCCC1)OC1=CC2=C(CN(CCC2)C2=CC(=C(C(=C2)C)NC(CC(C)(C)C)=O)C)C=C1F N-(4-(7-(cyclopentyloxy)-8-fluoro-1,3,4,5-tetrahydro-2H-benzo[c]azepine-2-yl)-2,6-Dimethylphenyl)-3,3-dimethylbutanamide